dodecyl β-D-glucopyranoside O([C@H]1[C@H](O)[C@@H](O)[C@H](O)[C@H](O1)CO)CCCCCCCCCCCC